1-phenyl-2-(4-(4,4,5,5-tetramethyl-1,3,2-dioxaborolan-2-yl)phenyl)ethane-1,2-dione C1(=CC=CC=C1)C(C(=O)C1=CC=C(C=C1)B1OC(C(O1)(C)C)(C)C)=O